6-cyclobutoxy-4-(4-fluoro-3-(octahydropyrrolo[3,4-c]pyrrole-2-carbonyl)benzyl)phthalazin-1(2H)-one C1(CCC1)OC=1C=C2C(=NNC(C2=CC1)=O)CC1=CC(=C(C=C1)F)C(=O)N1CC2CNCC2C1